O1C(C=CC=C1)OC(C(=O)O)(C(=O)O)C1=CC=CC=C1 (2H-pyranoxy)phenylmalonic acid